C1=C(C(=CC(=C1F)F)N)N 4,5-difluoro-o-phenylenediamine